[C@@H]1([C@H](O)[C@@H](O)[C@H](O)[C@H](O1)CO)O[C@@H]1[C@H]([C@H](O)O[C@@H]([C@H]1O)CO)O β-glucopyranosyl-(1-3)-β-D-glucopyranose